3-(4,6-difluoro-5-(4-hydroxy-1-((6-methoxypyridin-2-yl)methyl)piperidin-4-yl)-1-oxoisoindolin-2-yl)piperidine-2,6-dione FC1=C2CN(C(C2=CC(=C1C1(CCN(CC1)CC1=NC(=CC=C1)OC)O)F)=O)C1C(NC(CC1)=O)=O